C(C)(C)(C)OC(N[C@@H]([C@@H](O)C1=C(C=CC(=C1)F)F)C)=O tert-Butyl((1S,2R)-1-(2,5-difluorophenyl)-1-hydroxypropan-2-yl)carbamate